5-((4-(2-(1-naphthoxy)ethyl)piperazin-1-yl)sulfonyl)indoline-2,3-dione C1(=CC=CC2=CC=CC=C12)OCCN1CCN(CC1)S(=O)(=O)C=1C=C2C(C(NC2=CC1)=O)=O